N-(3-aminopropyl)-4-[[3-(4-chlorophenyl)imidazo[1,2-a]pyrazin-8-yl]amino]-2-methylbenzamide NCCCNC(C1=C(C=C(C=C1)NC=1C=2N(C=CN1)C(=CN2)C2=CC=C(C=C2)Cl)C)=O